1,3-diglycidyl glyceryl ether C1C(O1)COCC(COCC2CO2)O